BrC1=C(C=CC=C1)N[C@@H](C)C(=O)O L-2-Bromophenyl-alanine